7-(pyrrolidin-3-yl)-2-(4-(p-tolyloxy)phenyl)-1H-imidazo[1,2-b]pyrazole-3-carboxamide N1CC(CC1)C1=C2N(N=C1)C(=C(N2)C2=CC=C(C=C2)OC2=CC=C(C=C2)C)C(=O)N